N-(5-cyano-4-((2-methoxyethyl)amino)pyridin-2-yl)-4-(1H-pyrazole-2-carboxamido)-7-formyl-3,4-dihydro-2,4-methylene-1,8-naphthyridine-1(2H)-carboxamide C(#N)C=1C(=CC(=NC1)NC(=O)N1C2CC(C3=CC=C(N=C13)C=O)(C2)NC(=O)N2NC=CC2)NCCOC